O=C1C(=C(C=NN1)N1[C@H](C2=CC=CC=C2C1)COC=1C=C(C=CC1)C(=O)N1CCN(CC1)C1=CC=C(C=N1)C#N)C(F)(F)F 6-[4-[(3-[[(1R)-2-[6-oxo-5-(trifluoromethyl)-1,6-dihydropyridazin-4-yl]-2,3-dihydro-1H-isoindol-1-yl]methoxy]phenyl)carbonyl]piperazin-1-yl]pyridine-3-carbonitrile